4-(7-(8-Ethyl-3-hydroxynaphthalen-1-yl)-6,8-difluoro-2-(((2R,7aS)-2-fluorotetrahydro-1H-pyrrolizin-7a(5H)-yl)methoxy)quinazolin-4-yl)-6-methyl-1,4-oxazepan-6-ol C(C)C=1C=CC=C2C=C(C=C(C12)C1=C(C=C2C(=NC(=NC2=C1F)OC[C@]12CCCN2C[C@@H](C1)F)N1CCOCC(C1)(O)C)F)O